2-(2,6-dioxopiperidin-3-yl)-N-(isoquinolin-4-yl)-1-oxoisoindoline-5-carboxamide O=C1NC(CCC1N1C(C2=CC=C(C=C2C1)C(=O)NC1=CN=CC2=CC=CC=C12)=O)=O